N-[(1R,3R,5S)-8-(4-aminopiperidine-1-sulfonyl)-8-azabicyclo[3.2.1]oct-3-yl]-6-chloro-2-oxo-2,3-dihydro-1H-indole-5-carboxamide hydrochloride Cl.NC1CCN(CC1)S(=O)(=O)N1[C@H]2CC(C[C@@H]1CC2)NC(=O)C=2C=C1CC(NC1=CC2Cl)=O